2-[4-Chloro-5-[(3R,4R)-3-methyl-1-[2-(sulfamoylamino)ethylsulfonyl]-4-piperidyl]-1H-imidazol-2-yl]-5-fluoro-pyridine ClC=1N=C(NC1[C@H]1[C@H](CN(CC1)S(=O)(=O)CCNS(N)(=O)=O)C)C1=NC=C(C=C1)F